(Z)-N-(4-((4-(trifluoromethyl)benzyl)amino)phenyl)dec-5-enamide FC(C1=CC=C(CNC2=CC=C(C=C2)NC(CCC\C=C/CCCC)=O)C=C1)(F)F